BrC1=C(C=CC=C1)S(=O)(=O)NC1=NC=C(N=C1OC)C 2-Bromo-N-(3-methoxy-5-methylpyrazin-2-yl)benzenesulfonamide